4-(3-(phenoxymethyl)-1H-pyrazol-1-yl)piperidine O(C1=CC=CC=C1)CC1=NN(C=C1)C1CCNCC1